S1N=C(C=N1)C(=O)O 1,2,5-THIADIAZOLE-3-CARBOXYLIC ACID